FC(OC=1C=C(C=NC1)CN1N=CC2=NC=C(C=C21)C2=CC=C(C=C2)F)F 1-[[5-(Difluoromethoxy)-3-pyridyl]methyl]-6-(4-fluorophenyl)pyrazolo[4,3-b]pyridine